4-((benzyloxy)carbonyl)-3-(cyanomethyl)piperazin-1-yl-2-chloro-5,8-dihydropyrido[3,4-d]pyrimidine-7(6H)-carboxylate C(C1=CC=CC=C1)OC(=O)N1C(CN(CC1)C=1C2=C(N=C(N1)Cl)CN(CC2)C(=O)[O-])CC#N